CN1N=CC2=CC(=CC=C12)C(=O)NC=1C=CC=2N(C1)C=C(N2)[C@H]2NCCOC2 |r| rac-1-Methyl-N-(2-morpholin-3-ylimidazo[1,2-a]pyridin-6-yl)indazole-5-carboxamide